(αs)-α,2,4-trifluoro-phenylpropionic acid F[C@@](C(=O)O)(C)C1=C(C=C(C=C1)F)F